OC(C)(C)C=1C=C(C=CC1)OB(O)O [3-(2-hydroxypropan-2-yl)phenyl]Boric acid